C1(CC1)C1=NC=CC(=C1)C1=NC=2[C@]3([C@H](CCC2C(=N1)C1=C(C=CC=C1)F)[C@H](C([C@@H]1[C@H]3O1)=O)C)C (6aR,7R,8aS,9aS,9bR)-2-(2-cyclopropylpyridin-4-yl)-4-(2-fluorophenyl)-7,9b-dimethyl-8-oxo-6,6a,7,8,9a,9b-hexahydro-oxirano[2',3':3,4]benzo[1,2-H]quinazoline